C(C)N1C(C2=C(C(=C1)C=1C=CC(=C(C1)NS(=O)(=O)C)C)C=CN2S(=O)(=O)C2=CC=C(C)C=C2)=O N-{5-[6-ethyl-7-oxo-1-(toluene-4-sulfonyl)-6,7-dihydro-1H-pyrrolo[2,3-c]pyridin-4-yl]-2-methyl-phenyl}-methanesulfonamide